tert-butyl N-[(2S)-1-[5-chloro-3-(5-cyano-1,3-oxazol-2-yl)-7-[(furan-2-ylmethyl)amino] furo[3,2-b]pyridin-2-yl]propan-2-yl]carbamate ClC1=CC(=C2C(=N1)C(=C(O2)C[C@H](C)NC(OC(C)(C)C)=O)C=2OC(=CN2)C#N)NCC=2OC=CC2